OC1CCN(CC1)C=1C=CC(=NC1)NC=1C=CC(=C2CNC(C12)=O)C=1C=2N(C=CC1)C(=CN2)C 7-[[5-(4-hydroxy-1-piperidyl)-2-pyridyl]amino]-4-(3-methylimidazo[1,2-a]pyridin-8-yl)isoindolin-1-one